CN(C1=CC=C(C=N1)C=1N=C2N(C(C1)=O)C=C(C=C2)C2CCNCC2)C 2-[6-(dimethylamino)pyridin-3-yl]-7-(piperidin-4-yl)-4H-pyrido[1,2-a]pyrimidin-4-one